FC1=C(C=CC=C1F)CN1C(CCC1=O)CC(=O)NS(=O)(=O)CC(F)(F)F 2-[1-[(2,3-difluorophenyl)methyl]-5-oxopyrrolidin-2-yl]-N-(2,2,2-trifluoroethylsulfonyl)acetamid